C(CCCC)C1COCCC1CC(=O)O.SCC1=CC=C(C=C1)C(C)(C)C1=CC=C(C=C1)CS 2,2-bis(4-mercaptomethylphenyl)propane Tetrahydro-3-pentyl-2H-pyran-4-ylacetat